C1(CCCCC1)C=1C=CC(=C(C(=O)O)C1)NC(=O)C1=CC=C(C=C1)C1CCCCC1 5-cyclohexyl-2-([(4-cyclohexylphenyl)carbonyl]amino)benzoic acid